S1NSSC1 1,3,4-trithiazole